ClC=1C=C2C(=CC1Cl)NC([C@]21CN(CC1)C(=O)C1CNCC1O)=O (3S)-5,6-dichloro-1'-[4-hydroxypyrrolidine-3-carbonyl]-1H-spiro[indole-3,3'-pyrrolidin]-2-one